5-methyl-2-phenyl-2,4-dihydro-3H-1,2,4-triazol-3-one CC=1NC(N(N1)C1=CC=CC=C1)=O